N1=C(C=CC2=CC=C(C=C12)N)N quinoline-2,7-diamine